COC1=CC=C(C(=O)N2CCC=3C2=CN=CC3C3=CC=C(C#N)C=C3)C=C1 4-(1-(4-Methoxybenzoyl)-2,3-dihydro-1H-pyrrolo[2,3-c]pyridin-4-yl)benzonitrile